2-(4-bromo-5-(4-methoxyphenyl)thiophen-2-yl)benzo[b]thiophene BrC=1C=C(SC1C1=CC=C(C=C1)OC)C1=CC2=C(S1)C=CC=C2